FC=1C=C(C(=NC1)OC)C(C)N1N=NC(=C1)NC(OC(C)(C)C)=O tert-butyl N-[1-[1-(5-fluoro-2-methoxy-3-pyridyl)ethyl]triazol-4-yl]carbamate